CC(=O)[C@H]([C@@H](C(=O)COP(=O)([O-])[O-])O)O The molecule is dianion of 1-deoxy-D-threo-hexo-2,5-diulose 6-phosphate arising from deprotonation of both of the phosphate OH groups. It is a conjugate base of a 1-deoxy-D-threo-hexo-2,5-diulose 6-phosphate.